isononyl nitrite N(=O)OCCCCCCC(C)C